(3-acryloxypropyl)methyl-dichlorosilane C(C=C)(=O)OCCC[Si](Cl)(Cl)C